N-(2,2-dimethyl-6-morpholino-3H-benzofuran-5-yl)furo[2,3-c]pyridine-2-carboxamide CC1(OC2=C(C1)C=C(C(=C2)N2CCOCC2)NC(=O)C2=CC=1C(=CN=CC1)O2)C